FC1=NC(=C2N=CN(C2=N1)C(C)C)N[C@@H]1CN[C@H](C1)C 2-Fluoro-9-isopropyl-N-((3S,5S)-5-methylpyrrolidin-3-yl)-9H-purin-6-amine